C(C)(C)(C)C1N(CCNC1CNCC1(CC1)C(=O)OCC)C(=O)OCC(C=C)NC1=C(C=CC=C1)OCC 2-[(2-ethoxyphenyl)amino]but-3-en-1-ol tert-Butyl-3-((((1-(ethoxycarbonyl)cyclopropyl)methyl)-amino)methyl)piperazine-1-carboxylate